N=1N(N=CC1)C1=C(C(=O)O)C=C(C=C1)C(F)(F)F 2-(2H-1,2,3-triazol-2-yl)-5-(trifluoromethyl)benzoic acid